Isopropyl ((S)-(((2R,3S,5R)-5-(6-amino-2-fluoro-9H-purin-9-yl)-3-(((decyloxy)carbonyl)oxy)-2-ethynyltetrahydrofuran-2-yl)methoxy)(phenoxy)phosphoryl)-L-phenylalaninat NC1=C2N=CN(C2=NC(=N1)F)[C@H]1C[C@@H]([C@@](O1)(C#C)CO[P@](=O)(OC1=CC=CC=C1)N[C@@H](CC1=CC=CC=C1)C(=O)OC(C)C)OC(=O)OCCCCCCCCCC